2-oxo-4-[3-(trifluoromethyl)phenyl]-N-(2,3,4-trifluorophenyl)-3-pyrrolidinecarboxamide O=C1NCC(C1C(=O)NC1=C(C(=C(C=C1)F)F)F)C1=CC(=CC=C1)C(F)(F)F